COC1=NC2=CC=CC=C2C=C1C1=CN=C(O1)[C@H](CCCCCC(CC)=O)NC(=O)[C@H]1CC12CCN(CC2)C (S)-N-((S)-1-(5-(2-Methoxychinolin-3-yl)oxazol-2-yl)-7-oxononyl)-6-methyl-6-azaspiro[2.5]octan-1-carboxamid